COC(=O)C1(N(C2=CC=CC=C2C1(C)C)C(=O)OC(C)(C)C)CC=C 2-allyl-3,3-dimethylindoline-1,2-dicarboxylic acid 1-tert-butyl 2-methyl ester